S1C(=NC2=C1C=CC=C2)C2N(CC(C2)O)C(C(C(C)C)N2N=NC(=C2)C=2SC=CC2)=O 1-(2-(benzo[d]thiazol-2-yl)-4-hydroxypyrrolidin-1-yl)-3-methyl-2-(4-(thiophen-2-yl)-1H-1,2,3-triazol-1-yl)butan-1-one